6-methyl-2-pyridinemethylamine CC1=CC=CC(=N1)CN